FC1=C(C=C(C=C1)F)[C@@H]1N(CCC1)C=1C=CC=2N(N1)C(=CN2)C=O (R)-6-(2-(2,5-difluorophenyl)pyrrolidin-1-yl)imidazo[1,2-b]pyridazine-3-carbaldehyde